Cl.Cl.CC=1N=CC(=NC1)NC=1C=C(C(=NC1)C1=CN=C(N=N1)N1C[C@@H](NCC1)C(C)C)O 5-[(5-methylpyrazin-2-yl)amino]-2-{3-[(3S)-3-(prop-2-yl)piperazin-1-yl]-1,2,4-triazin-6-yl}pyridin-3-ol dihydrochloride